C(#N)C=1C=NN2C1C(=CC(=C2)C=2C=NN(C2)[C@@H]2CN(CCC2)C(=O)OC(C)(C)C)OS(=O)(=O)C(F)(F)F t-Butyl (3S)-3-[4-[3-cyano-4-(trifluoromethylsulfonyloxy)pyrazolo[1,5-a]pyridin-6-yl]pyrazol-1-yl]piperidine-1-carboxylate